S1N=CN=C1N1CC2(C1)C[C@@H](CC2)N2CCC(CC2)C2=C(OCC(C)(O)C)C=CC=C2 (R)-1-(2-(1-(2-(1,2,4-thiadiazol-5-yl)-2-azaspiro[3.4]octan-6-yl)piperidin-4-yl)phenoxy)-2-methylpropan-2-ol